(1-(5-(2,3-Dichlorophenyl)-4-methyl-6-(2H-tetrazol-5-yl)pyrimidin-2-yl)-4-methylpiperidin-4-yl)carbamic acid tert-butyl ester C(C)(C)(C)OC(NC1(CCN(CC1)C1=NC(=C(C(=N1)C)C1=C(C(=CC=C1)Cl)Cl)C=1N=NNN1)C)=O